C(C)(C)OC(C[C@@H](C(CF)=O)NC(=O)[C@@]1(CC(=NO1)C1=NC=CC2=CC=CC=C12)C(C)C)=O (S)-5-fluoro-3-((R)-5-isopropyl-3-(isoquinolin-1-yl)-4,5-dihydroisoOxazole-5-carboxamido)-4-oxopentanoic acid isopropyl ester